pyridinedinitrile N1=C(C(=CC=C1)C#N)C#N